saccharin hydrochloride salt Cl.S1(=O)(=O)NC(=O)C2=CC=CC=C12